(3S,4S)-1-bicyclo[3.1.0]hex-3-yl-4-{[5-(2,4-difluoro-phenyl)-isoxazole-3-carbonyl]-amino}-piperidine-3-carboxylic acid (1-pyrimidin-2-yl-cyclopropyl)-amide N1=C(N=CC=C1)C1(CC1)NC(=O)[C@H]1CN(CC[C@@H]1NC(=O)C1=NOC(=C1)C1=C(C=C(C=C1)F)F)C1CC2CC2C1